4-(3-chloro-5-(2,6-difluorophenyl)-1,6-dihydrobenzo[d]pyrazolo[3,4-f][1,3]diazepin-9-yl)morpholine ClC1=NNC=2C3=C(NC(=NC21)C2=C(C=CC=C2F)F)C=CC(=C3)N3CCOCC3